C(C)OC=1C(=CC(=NC1)C1=NOC(=N1)C1CCN(CC1)C(CN1C(C2=CC=CC=C2C1)=O)=O)OC 2-[2-[4-[3-(5-ethoxy-4-methoxy-2-pyridinyl)-1,2,4-oxadiazol-5-yl]-1-piperidinyl]-2-oxo-ethyl]isoindolin-1-one